N-(3-(6-Ethoxypyridin-3-yl)-1-methyl-1H-indol-6-yl)-4-methyl-3-((4-phenylpyrimidin-2-yl)amino)benzamide C(C)OC1=CC=C(C=N1)C1=CN(C2=CC(=CC=C12)NC(C1=CC(=C(C=C1)C)NC1=NC=CC(=N1)C1=CC=CC=C1)=O)C